N,N-dimethyl-N'-(3-sulfanyliden-3H-1,2,4-dithiazol-5-yl)methaneimidamide CN(C=NC1=NC(SS1)=S)C